C(C)C1(C=CC=C1)[WH](=C=O)(=C=O)=C=O ethylcyclopentadienyl-tricarbonylhydridotungsten